[Na].C1(=CC=CC=C1)C=1OC2=CC=CC=C2C(C1)=O 2-phenylchromone, sodium salt